3-chloro-5-fluoro-2-methyl-4-(trans-octahydro-5H-pyrrolo[3,4-c]pyridin-5-yl)-1H-indole-7-carboxamide hydrochloride Cl.ClC1=C(NC2=C(C=C(C(=C12)N1C[C@H]2[C@H](CC1)CNC2)F)C(=O)N)C